FC1=CC=C(C=C1)NC(C(C)C=1C=C2CCCN(C2=CC1)C(=O)C=1C=NN(C1)C)=O N-(4-Fluorophenyl)-2-[1-(1-methyl-1H-pyrazol-4-carbonyl)-1,2,3,4-tetrahydrochinolin-6-yl]propanamid